(2E,4E)-5-phenylpentane-2,4-dienoic acid-3-aminopropyl ester hydrochloride Cl.NCCCOC(\C=C\C=C\C1=CC=CC=C1)=O